C(N)(=O)C=1C(=NN2C1NCC[C@H]2C2CCN(CC2)C2CCN(CC2)C(=O)OC(C)(C)C)C2=CC=C(C=C2)OC2=CC=CC=C2 tert-butyl 4-[4-[(7S)-3-carbamoyl-2-(4-phenoxyphenyl)-4,5,6,7-tetrahydropyrazolo[1,5-a]pyrimidin-7-yl]-1-piperidyl]piperidine-1-carboxylate